FC(CCCCCN)(F)F 6,6,6-trifluoro-hexylamine